2'-fluoro-3'-(4,4,5,5-tetramethyl-1,3,2-dioxaborolan-2-yl)-[1,1'-biphenyl]-3-carboxylic acid FC1=C(C=CC=C1B1OC(C(O1)(C)C)(C)C)C1=CC(=CC=C1)C(=O)O